triphenyl(pyridin-3-ylmethyl)phosphonium bromide [Br-].C1(=CC=CC=C1)[P+](CC=1C=NC=CC1)(C1=CC=CC=C1)C1=CC=CC=C1